COC1=CC=C(OCCN(CCC(C(=O)O)NC(CC(C)C)=O)CCCCC2=NC=3NCCCC3C=C2)C=C1 4-[2-(4-methoxyphenoxy)ethyl-[4-(5,6,7,8-tetrahydro-1,8-naphthyridin-2-yl)butyl]amino]-2-(3-methylbutanoylamino)butanoic acid